C(C)(C)(C)OC(=O)NC/C=C/CNC1=NC=C(C(=O)OC)C=C1SCCC(=O)OC methyl (E)-6-((4-((tert-butoxycarbonyl)amino)but-2-en-1-yl)amino)-5-((3-methoxy-3-oxopropyl)thio)nicotinate